3-(4-(5-((6-(3,5-dichlorophenyl)-4-((4-(((ethoxycarbonyl)amino)methyl)piperidin-1-yl)methyl)pyridin-2-yl)oxy)pyrimidin-2-yl)piperazin-1-yl)propanoic acid ClC=1C=C(C=C(C1)Cl)C1=CC(=CC(=N1)OC=1C=NC(=NC1)N1CCN(CC1)CCC(=O)O)CN1CCC(CC1)CNC(=O)OCC